indenyl-tripropyl-titanium C1(C=CC2=CC=CC=C12)[Ti](CCC)(CCC)CCC